C(C)N1C(CCC1)CC(=O)NC(C)(C)C1=NC=CC2=C1C=CO2 2-(1-ethylpyrrolidin-2-yl)-N-(2-(furo[3,2-c]pyridin-4-yl)propan-2-yl)acetamide